[N+]1(=C(C(=CC=C1)C)C(=O)OCC)[O-] ethyl 3-picoline-2-carboxylate oxide